C(C)(C)(C)OC(=O)N1C[C@@H](CCC1)N(C1=NC=CC2=C1C=C(S2)C2=CC=C(C(=O)O)C=C2)C(C2=C(C=C(C=C2)C=2N=NN(C2)C)F)=O 4-[4-[[(3R)-1-tert-butoxycarbonyl-3-piperidyl]-[2-fluoro-4-(1-methyltriazol-4-yl)benzoyl]amino]thieno[3,2-c]pyridin-2-yl]benzoic acid